7-(6-((3-hydroxy-2,2-dimethylpropyl)carbamoyl)-2-(methoxycarbonyl)pyridin-3-yl)-4H-thieno[3,2-c]chromene-8-carboxylic acid OCC(CNC(=O)C1=CC=C(C(=N1)C(=O)OC)C=1C(=CC=2C3=C(COC2C1)C=CS3)C(=O)O)(C)C